CC=1C=2N(C=CC1)N=C(C2)[C@H]2N(CCC1=C2N=CN1)C(=O)C=1OC(=NN1)C=1C=NC=CC1 (S)-(4-(4-methylpyrazolo[1,5-a]pyridin-2-yl)-6,7-dihydro-1H-imidazo[4,5-c]pyridin-5(4H)-yl)(5-(pyridin-3-yl)-1,3,4-oxadiazol-2-yl)methanone